ClC=1N=C(NC1[C@H]1[C@H](CN(CC1)S(=O)(=O)C1COC1)C)C1=NC=C(C=C1)F 2-[4-Chloro-5-[(3R,4R)-3-methyl-1-(oxetan-3-ylsulfonyl)-4-piperidyl]-1H-imidazol-2-yl]-5-fluoro-pyridine